3-{2-[1-(trifluoromethyl)cyclopropyl]ethoxyl-1H-pyrazol-1-yl}-18-oxa-2λ6-thia-3,9,11-triazatetracyclo[17.2.2.111,14.05,10]tetracosa-1(21),5,7,9,19,22-hexaene-2,2,4-trione FC(C1(CC1)CCOC1=NN(C=C1)N1S(C2=CC=C(OCCCC3CCN(C4=NC=CC=C4C1=O)C3)C=C2)(=O)=O)(F)F